1-fluoro-2,4-xylene FC1=C(C=C(C=C1)C)C